O[C@@]1(C2(C(=C3[C@H]([C@@](C=C3C1=O)(C)CO)C(CN(C(OC(C)(C)C)=O)C)N(C([O-])=O)C)C)CC2)C tert-butyl ((2'S,3'R,6'R)-6'-hydroxy-2'-(hydroxymethyl)-2',4',6'-trimethyl-7'-oxo-2',3',6',7'-tetrahydrospiro[cyclopropane-1,5'-inden]-3'-yl)ethane-1,2-diylbis(methylcarbamate)